3-(2-(dimethylamino) ethyl)-1H-indol-4-yl (9Z,12Z)-octadeca-9,12-dienoate C(CCCCCCC\C=C/C\C=C/CCCCC)(=O)OC1=C2C(=CNC2=CC=C1)CCN(C)C